S1C=NC2=C1C=C(C=C2)\C=C\2/N=C(NC2=O)N[C@H]2[C@@H](CCCCC2)OC |r| (+-)-(4Z)-4-(1,3-benzothiazol-6-ylmethylene)-2-[[trans-2-methoxycycloheptyl]amino]-1H-imidazol-5-one